BrC=1C=C(C=C2C(=CC(OC12)=S)O)C 8-bromo-4-hydroxy-6-methyl-chromene-2-thione